OC[C@H]([C@@H](C)OC)NC1=C(C(N(N=C1)COCC[Si](C)(C)C)=O)C(F)(F)F 5-[[(2R,3R)-1-hydroxy-3-methoxybutan-2-yl]amino]-4-(trifluoromethyl)-2-[[2-(trimethylsilyl)ethoxy]methyl]-2,3-dihydropyridazin-3-one